(E)-4-(dimethylamino)but-2-enoyl chloride CN(C/C=C/C(=O)Cl)C